Cl.CC1=C(SC=C1)CNCC[C@]1(CCO[C@@]2(CCOC2)C1)C1=NC=CC=C1 N-((3-methylthiophen-2-yl)methyl)-2-((5R,9R)-9-(pyridin-2-yl)-2,6-dioxaspiro[4.5]decan-9-yl)ethylamine hydrochloride